C=1N=CN2C1C1=CC=CC=C1[C@H]2[C@H]2CC1=C(C=NC=C1)[C@H]2O (6R,7S)-6-((R)-5H-Imidazo[5,1-a]isoindol-5-yl)-6,7-dihydro-5H-cyclopenta[c]pyridin-7-ol